ClC=1C=C(C=CC1)CC#N 3-Chlorophenylacetonitril